Methyl 3-(3-(cyclohexylthio)azetidin-1-yl)-2-(1H-pyrrol-1-yl)benzoate C1(CCCCC1)SC1CN(C1)C=1C(=C(C(=O)OC)C=CC1)N1C=CC=C1